C[C@@H]1[C@H]([C@@H]1C=1C=NN(C1)C)C(=O)NC=1N=CC2=CC(=C(C=C2C1)N1CC[NH+](CC1)[C@]1(COCC1)C)C (1R,2S,3R)-2-methyl-N-[7-methyl-6-[4-((R)-3-methyltetrahydrofuran-3-yl)piperazin-4-ium-1-yl]-3-isoquinolyl]-3-(1-methylpyrazol-4-yl)cyclopropanecarboxamide